COC1=CC(=C(C=C1[N+](=O)[O-])OC)Cl 4-Chloro-2,5-dimethoxynitrobenzene